N,2-dimethylbenzo[d]oxazol-6-amine CNC1=CC2=C(N=C(O2)C)C=C1